N[C@H](C)C1=CC=C2C=C(N(C2=C1)CCCC=C)C1=NC2=C(N1C)C(=CC(=C2)C(=O)OC(C)C)OC isopropyl (R)-2-(6-(1-aminoethyl)-1-(pent-4-en-1-yl)-1H-indol-2-yl)-7-methoxy-1-methyl-1H-benzo[d]imidazole-5-carboxylate